γ-(2-aminoethyl)aminopropyldimethoxysilane NCCNCCC[SiH](OC)OC